FC(C=1C=CC(=NC1)NC1CCN(CC1)S(=O)(=O)C1=CC=C(C=C1)C=1C=C2CCNC(C2=CC1)=O)(F)F 6-(4-((4-((5-(Trifluoromethyl)pyridin-2-yl)amino)piperidin-1-yl)sulfonyl)phenyl)-3,4-dihydroisoquinolin-1(2H)-one